C1CN(C[C@@H]1N)C2=C(C=C3C(=O)C(=CN(C3=N2)C4=C(C=C(C=C4)F)F)C(=O)O)F The molecule is a 7-(3-aminopyrrolidin-1-yl)-1-(2,4-difluorophenyl)-6-fluoro-4-oxo-1,4-dihydro-1,8-naphthyridine-3-carboxylic acid that is the (R)-enantiomer of tosufloxacin. It is a conjugate base of a (R)-tosufloxacin(1+). It is an enantiomer of a (S)-tosufloxacin.